C[NH+](C)CCOC(C(=C)C)=O N,N-dimethyl-[2-(2-methylpropane-2-enoyloxy)ethyl]Ammonium